(5aR,5bS,7aS,8S,10aS,10bR)-5a,7a-dimethyl-2-(pyrimidin-2-ylamino)-5,5a,5b,6,7,7a,8,9,10,10a,10b,11-dodecahydro-4H-cyclopenta[7,8]phenanthro[2,1-d]thiazol-8-yl acetate C(C)(=O)O[C@H]1CC[C@@H]2[C@@]1(CC[C@@H]1[C@]3(CCC=4N=C(SC4C3=CC[C@@H]21)NC2=NC=CC=N2)C)C